CN(C1CN(C1)C1=C(C=C(C(=C1)OC)NC1=NC=C(C(=N1)C1=CN(C2=CC=CC=C12)C)C)N)C 4-(3-dimethylaminoazetidin-1-yl)-6-methoxy-N-(5-methyl-4-(1-methylindol-3-yl)pyrimidin-2-yl)benzene-1,3-diamine